2-({6-[(1,3-Benzothiazol-2-yl)amino]-5-methylpyridazin-3-yl}(methyl)amino)-5-(piperidin-1-yl)-1,3-thiazole-4-carboxylic acid S1C(=NC2=C1C=CC=C2)NC2=C(C=C(N=N2)N(C=2SC(=C(N2)C(=O)O)N2CCCCC2)C)C